(5'S,7a'R)-5'-(3,5-difluorophenyl)-1-[2-(2H-1,2,3-triazol-2-yl)thiophene-3-carbonyl]tetrahydro-3'H-spiro[piperidine-4,2'-pyrrolo[2,1-b]-[1,3]oxazol]-3'-one FC=1C=C(C=C(C1)F)[C@@H]1CC[C@H]2OC3(C(N21)=O)CCN(CC3)C(=O)C3=C(SC=C3)N3N=CC=N3